ClCCC(OC=1C=NC=CC1)C1=CC=CC=C1 3-(3-chloro-1-phenylpropoxy)pyridine